C(C=C)N1N(C2=NC(=NC=C2C1=O)NC1=CC=C(C=C1)N1CCN(CC1)C)C1=NC=2[C@](CCCC2C=C1)(C)O |r| racemic-2-allyl-1-(8-hydroxy-8-methyl-5,6,7,8-tetrahydroquinolin-2-yl)-6-((4-(4-methylpiperazin-1-yl)phenyl)amino)-1,2-dihydro-3H-pyrazolo[3,4-d]pyrimidin-3-one